NC=1C2=C(N=CN1)N(C=C2C(=O)NC2=NNC(=C2)C)C(C)(C)C2CC2 4-amino-7-(2-cyclopropylpropan-2-yl)-N-(5-methyl-1H-pyrazol-3-yl)-7H-pyrrolo[2,3-d]pyrimidine-5-carboxamide